2-(2,2,5,7-tetrafluoro-3-oxo-6-(perfluorophenyl)-2,3-dihydro-4H-benzo[b][1,4]oxazin-4-yl)acetic acid FC1(C(N(C2=C(O1)C=C(C(=C2F)C2=C(C(=C(C(=C2F)F)F)F)F)F)CC(=O)O)=O)F